(3S,5R)-N-(4-chloro-3-fluorophenyl)-5-(hydroxymethyl)-1-(4-methylpiperazine-1-carbonyl)piperidine-3-carboxamide ClC1=C(C=C(C=C1)NC(=O)[C@@H]1CN(C[C@@H](C1)CO)C(=O)N1CCN(CC1)C)F